2-(4-(benzo[d]thiazol-2-ylmethyl)piperazin-1-yl)-4-(cyclopropylamino)benzonitrile S1C(=NC2=C1C=CC=C2)CN2CCN(CC2)C2=C(C#N)C=CC(=C2)NC2CC2